C[C@@H]1CN(CCO1)C=1N=C(C2=C(N1)COC2)NC2=CC=C(C=C2)C2=CC=C(C=C2)OCCCCCC(F)(F)F 2-[(2R)-2-methylmorpholin-4-yl]-N-{4'-[(6,6,6-trifluorohexyl)oxy][1,1'-biphenyl]-4-yl}-5,7-dihydrofuro[3,4-d]pyrimidin-4-amine